4-Amino-7-(1,1-difluoroethyl)-1-(4-((1R)-1-hydroxyethyl)phenyl)-2-oxo-1,2-dihydroquinoline-3-carboxylic acid methyl ester COC(=O)C=1C(N(C2=CC(=CC=C2C1N)C(C)(F)F)C1=CC=C(C=C1)[C@@H](C)O)=O